(1S,2R)-8-fluoro-1-hydroxy-1,2,3,4-tetrahydronaphthalen-2-yl carbamate C(N)(O[C@H]1[C@H](C2=C(C=CC=C2CC1)F)O)=O